propoxyethoxyethanol C(CC)OCCOC(C)O